2-cyclopropyl-7-(4-isobutoxy-5-(1-methylpiperidin-4-yl)-1H-benzo[d]imidazol-2-yl)-6-methoxy-1H-pyrrolo[3,2-c]pyridin C1(CC1)C1=CC=2C=NC(=C(C2N1)C1=NC2=C(N1)C=CC(=C2OCC(C)C)C2CCN(CC2)C)OC